The molecule is a member of the class of resolvins that is (5Z,8E,10Z,13Z,15Z,19Z)-docosahexaenoic acid carrying two hydroxy substituents at positions 7 and 17 (the 7S,17R-stereoisomer). It has a role as an anti-inflammatory agent and a human xenobiotic metabolite. It is a resolvin, a secondary allylic alcohol, a diol and a hydroxy polyunsaturated fatty acid. CC/C=C\\C[C@H](/C=C/C=C\\C/C=C\\C=C\\[C@H](/C=C\\CCCC(=O)O)O)O